FC=1C(=CC(=C(C(=O)NC2=CC=C3C=CC=NC3=C2)C1)O[C@H](C(F)(F)F)C)N1N=C2N(CCCC2)C1=O 5-fluoro-4-(3-oxo-5,6,7,8-tetrahydro[1,2,4]triazolo[4,3-a]pyridin-2(3H)-yl)-N-(quinolin-7-yl)-2-{[(2S)-1,1,1-trifluoropropan-2-yl]oxy}benzamide